FC1=CC=C(C=C1)CN1C(C(=CC2=CC(=CN=C12)C(C)C)C(=O)O)=O 1-[(4-fluorophenyl)methyl]-6-isopropyl-2-oxo-1,8-naphthyridine-3-carboxylic acid